CN1N=C(C=C1C)N1C2=NC=NC(=C2N=C1C)NN=CC1=CC(=CC=C1)C 9-(1,5-dimethyl-1H-pyrazol-3-yl)-8-methyl-6-(2-(3-methylbenzylidene)hydrazinyl)-9H-purine